[C@H]12CN(C[C@H](CC1)N2)C=2C1=C(N=C(N2)OC[C@]23CCCN3C[C@@H](C2)F)C(=C(N=C1)C=1C=C(C=C2C=CC3=C(OC=C3)C12)O)F 9-(4-((1R,5S)-3,8-diazabicyclo[3.2.1]octan-3-yl)-8-fluoro-2-(((2R,7aS)-2-fluorotetrahydro-1H-pyrrolizin-7a(5H)-yl)methoxy)pyrido[4,3-d]pyrimidin-7-yl)naphtho[1,2-b]furan-7-ol